CC(C)(C)OC(=O)N1CC(C1)=O 1,1-Dimethylethyl-3-oxoazetidine-1-carboxylate